C(C)(=O)O[C@@H]1[C@H](O[C@H](C1)N1C(NC(C(=C1)F)=O)=O)C(C)=O (2S,3S,5R)-2-acetyl-5-(5-fluoro-2,4-dioxo-3,4-dihydropyrimidin-1(2H)-yl)tetrahydrofuran-3-yl acetate